(R)-2,2-dimethyl-6-methoxy-1-indanol CC1([C@H](C2=CC(=CC=C2C1)OC)O)C